CN(CCOC(C(=C)C)=O)C 2-Dimethylaminoethyl-methacrylat